N1=C(C=CC=C1)[C@H](C)NC(=O)[C@@H]1CN(CC[C@H]1NC(=O)C1=NOC(=C1)C1=C(C=C(C=C1)F)F)[C@@H]1[C@H](CCCC1)O (3R,4R)-4-{[5-(2,4-difluoro-phenyl)-isoxazole-3-carbonyl]-amino}-1-((1S,2S)-2-hydroxy-cyclohexyl)-piperidine-3-carboxylic acid ((1S)-1-pyridin-2-yl-ethyl)-amide